[Na+].C(=O)([O-])CCCNCCCCCCCCCCCCCCCCCC N-3-carboxypropyloctadecylamine sodium salt